N,N'-di(p-tolyl)-N,N'-diphenyl-p-phenylenediamine C1(=CC=C(C=C1)N(C1=CC=C(C=C1)N(C1=CC=CC=C1)C1=CC=C(C=C1)C)C1=CC=CC=C1)C